tert-butyl-(1R,5S)-3-(4,4,5,5-tetramethyl-1,3,2-dioxaborolan-2-yl)-8-azabicyclo[3.2.1]oct-2-ene-8-carboxylate C(C)(C)(C)OC(=O)N1[C@H]2C=C(C[C@@H]1CC2)B2OC(C(O2)(C)C)(C)C